C(#N)C=1C=CC(=NC1)NS(=O)(=O)C1=CNC(=C1)C1=CC=CC=C1 N-(5-cyano-2-pyridyl)-5-phenyl-1H-pyrrole-3-sulfonamide